4-(3-pyridyl)-butyric acid N1=CC(=CC=C1)CCCC(=O)O